(S)-1-(5H-dibenzo[b,f]azepine-5-carbonyl)-4-(2-ethyl-2-phenylbutyryl)piperazine-2-carboxylic acid C1=CC=CC=2N(C3=C(C=CC21)C=CC=C3)C(=O)N3[C@@H](CN(CC3)C(C(CC)(C3=CC=CC=C3)CC)=O)C(=O)O